N[C@@H]1C=2C(=NC=CC2)CC12CCN(CC2)C=2N=CC(=NC2)SC2=CC=NC1=C2OCC2N1C(N(C2)C(C)C)=O 4-((5-((S)-5-amino-5,7-dihydrospiro[cyclopenta[b]pyridin-6,4'-piperidin]-1'-yl)pyrazin-2-yl)thio)-8-isopropyl-6,6a,7,8-tetrahydro-9H-imidazo[1,5-d]pyrido[3,2-b][1,4]oxazin-9-one